BrC=1C=C(C(=C(C1)C(C)=O)O)C 1-(5-bromo-2-hydroxy-3-methylphenyl)ethanone